(S)-2-(4-(6-((4-chloro-2-fluorobenzyl)oxy)pyridin-2-yl)-2-fluorobenzyl)-1-(4,4-dimethyltetrahydrofuran-3-yl)-4-fluoro-1H-benzo[d]imidazole-6-carboxylic acid ClC1=CC(=C(COC2=CC=CC(=N2)C2=CC(=C(CC3=NC4=C(N3[C@@H]3COCC3(C)C)C=C(C=C4F)C(=O)O)C=C2)F)C=C1)F